C1C=CCC(C1C(=O)OCC2CO2)C(=O)OCC3CO3 tetrahydrophthalic Acid Diglycidyl Ester